trans-3-methoxy-3-methyl-1-(2-(2-methyl-2H-pyrazolo[3,4-b]pyridin-5-yl)thieno[2,3-d]pyrimidin-6-yl)cyclobutanol COC1(CC(C1)(O)C1=CC2=C(N=C(N=C2)C2=CC=3C(N=C2)=NN(C3)C)S1)C